N-((4-chlorophenyl)(2-(trifluoromethyl)pyrimidin-4-yl)methyl)-2-methylpropane-2-sulfinamide ClC1=CC=C(C=C1)C(NS(=O)C(C)(C)C)C1=NC(=NC=C1)C(F)(F)F